COCCNC1=C(C=C(C=C1)S(=O)(=O)NC(C1=C(C=CC=C1)OC=1C=C2C(=NC1)NC=C2)=O)[N+](=O)[O-] N-({4-[(2-methoxyethyl)amino]-3-nitrophenyl}sulfonyl)-2-(1H-pyrrolo[2,3-b]pyridin-5-yloxy)benzamide